methyl 6-(((5-(4-(2-methoxyphenyl)-6-methylpyridine-3-amido)-1,3,4-thiadiazol-2-yl)oxy)methyl)pyridine-3-carboxylate COC1=C(C=CC=C1)C1=C(C=NC(=C1)C)C(=O)NC1=NN=C(S1)OCC1=CC=C(C=N1)C(=O)OC